1-(4-(1H-imidazol-1-yl)benzyl)-1-(4-methoxybenzyl)urea N1(C=NC=C1)C1=CC=C(CN(C(=O)N)CC2=CC=C(C=C2)OC)C=C1